NCCOCCOCCNC1=C2C(N(C(C2=CC=C1)=O)C1C(NC(CC1)=O)=O)=O 4-((2-(2-(2-aminoethoxy)ethoxy)ethyl)amino)-2-(2,6-dioxopiperidin-3-yl)isoindoline-1,3-Dione